N1=CC(=CC=C1)N1N=C(N=C1)N 1-(3-pyridyl)-1,2,4-triazol-3-amine